4-(pyridin-4-yl)phenylboronic acid N1=CC=C(C=C1)C1=CC=C(C=C1)B(O)O